(1-(3,3-difluorocyclobutyl)-1H-pyrazolo[3,4-b]pyridin-6-yl)amide FC1(CC(C1)N1N=CC=2C1=NC(=CC2)[NH-])F